CC(C[C@@H](C(=O)NCP(OCC)(OCC)=O)NC(NC1=CC=C(C=C1)C(F)(F)F)=O)C diethyl ({[(2S)-4-methyl-2-({[4-(trifluoromethyl)phenyl]carbamoyl}amino)pentanoyl]amino}methyl)phosphonate